FC=1C=C(C(=O)NC2=NC=C(C=C2)F)C=C(C1)C1=CN=CN1C 3-fluoro-N-(5-fluoropyridin-2-yl)-5-(1-methyl-1H-imidazol-5-yl)benzamide